OC1=C(C=C(C(=N1)C(=O)O)[N+](=O)[O-])C(F)(F)F 6-hydroxy-3-nitro-5-(trifluoromethyl)pyridine-2-carboxylic acid